tert-butyl (2R,3S,4S)-3-({3-[1-(tert-butoxycarbonyl) azetidin-3-yl]propanoyl}oxy)-4-[(tert-butoxycarbonyl)oxy]-2-[(4-methoxyphenyl)methyl]pyrrolidine-1-carboxylate C(C)(C)(C)OC(=O)N1CC(C1)CCC(=O)O[C@H]1[C@H](N(C[C@@H]1OC(=O)OC(C)(C)C)C(=O)OC(C)(C)C)CC1=CC=C(C=C1)OC